C1(=CC=CC2=CC=CC=C12)CC1=CC(N2C(=CSC2=C1)C(=O)O)=O 4-[(1-naphthyl)methyl]-2-oxo-7-thia-1-azabicyclo[4.3.0]non-3,5,8-triene-9-carboxylic acid